[PH4+].F[B-](F)(F)F.[H+] tetrafluoroboric acid phosphonium salt